3-(3-methyl-1-methanesulfonyl-5-bromoindolin-3-yl)propionitrile CC1(CN(C2=CC=C(C=C12)Br)S(=O)(=O)C)CCC#N